C(C)(C)(C)OC(NC1=C(C=CC(=C1)F)N1C=CC=2C1=NC=CC2)=O (5-fluoro-2-(1H-pyrrolo[2,3-b]pyridin-1-yl)phenyl)carbamic acid tert-butyl ester